O[C@@H](CO)C=1C=C(OC2CC(C2)NC(OC(C)(C)C)=O)C=CC1F tert-butyl ((1r,3r)-3-(3-(1,2-dihydroxyethyl)-4-fluorophenoxy)cyclobutyl)carbamate